NC=1C=C2C(=NC1)N(C(N2CCC(C)(C)O)=O)CCC(C)(O)C 6-amino-1,3-bis(3-hydroxy-3-methylbutyl)-1,3-dihydro-2H-imidazo[4,5-b]pyridin-2-one